ClC=1C=NC=2C(=C(C3=C(N4N(C=5C=CC=CC5CC4)C3)N2)C2=CC=CC=C2)N1 11-chloro-13-phenyl-5,6-dihydro-14H-pyrazino[2'',3'':5',6']pyrido[2',3':3,4]pyrazolo[1,2-a]cinnoline